C1(CCCCC1)COC=1C=C(C=CC1)C(CN)C 2-(3-(Cyclohexylmethoxy)phenyl)propan-1-amine